(9H-fluoren-9-yl)methyl((S)-1-(((S)-1-((4-(((tert-butyldimethylsilyl)oxy)methyl)phenyl)amino)-1-oxopropyl-2-yl)amino)-3-methyl-1-oxobutyl-2-yl)carbamate C1=CC=CC=2C3=CC=CC=C3C(C12)OC(N=C(C(=O)N=C(C(=O)NC1=CC=C(C=C1)CO[Si](C)(C)C(C)(C)C)C)[C@H](CC)C)=O